CC1=C(OC(C(=O)OCC)(C)C)C(=CC(=C1)CN1N=CN(C1=O)C1=CC(=C(C=C1)C(F)(F)F)C)C Ethyl 2-(2,6-dimethyl-4-((4-(3-methyl-4-(trifluoro-methyl)phenyl)-5-oxo-4,5-dihydro-1H-1,2,4-triazol-1-yl)methyl)phenoxy)-2-methylpropionate